ClC=1C=C(C=C(C1)Cl)NC(=O)C1C(CCCC1)C(=O)O 2-((3,5-dichlorophenyl)carbamoyl)cyclohexanecarboxylic acid